((1-ethyl-1H-imidazol-5-yl)methyl)-1H-benzo[d]imidazole-6-carboxylic acid methyl ester COC(=O)C=1C=CC2=C(N(C=N2)CC2=CN=CN2CC)C1